NC(C(=O)O)=C.OCCN(CCO)CCN1CCCCC1 N-(N,N-bis(hydroxyethyl)aminoethyl)piperidine 2-amino-acrylate